C1(CC1)[C@H]1COC2=C(CN1C(=O)C1(CCOCC1)C)C=CC(=C2)C2=NOC(=N2)C(F)(F)F (3S)-3-cyclopropyl-4-[(4-methyloxan-4-yl)carbonyl]-8-[5-(trifluoromethyl)-1,2,4-oxadiazol-3-yl]-3,5-dihydro-2H-1,4-benzoxazepine